2-(4-methylthiazol-5-yl)-6-oxo-4-tetrahydropyran-4-yl-1H-pyrimidine-5-carbonitrile CC=1N=CSC1C=1NC(C(=C(N1)C1CCOCC1)C#N)=O